C(=O)[O-].[Na+].[Se+2].C(=O)[O-].C(=O)[O-] selenium-sodium formate